nicotine mono-tartrate C(=O)(O)C(O)C(O)C(=O)O.N1=CC=CC(=C1)C1N(C)CCC1